C1(CC1)C=1OC=C(N1)C=1C=C(C=CC1)N(C(=O)[C@@H]1CC[C@H](CC1)CO)C[C@@H]1CC[C@H](CC1)C1=NC(=C(C=C1)OC)C trans-N-(3-(2-Cyclopropyloxazol-4-yl)phenyl)-4-(hydroxymethyl)-N-((trans-4-(5-methoxy-6-methylpyridin-2-yl)cyclohexyl)methyl)cyclohexane-carboxamide